ClC1CCN(CC1)S(=O)(=O)N[C@@H]([C@@H](C)C1=C(C(=CC=C1F)C)C)C1=NNC(O1)=O 4-chloro-N-[(1S,2S)-2-(6-fluoro-2,3-dimethyl-phenyl)-1-(2-oxo-3H-1,3,4-oxadiazol-5-yl)propyl]piperidine-1-sulfonamide